((1s,3s)-3-Hydroxy-3-methylcyclobutyl)(7-(1-methyl-1H-indazol-5-yl)-2-azaspiro[3.5]nonan-2-yl)methanone OC1(CC(C1)C(=O)N1CC2(C1)CCC(CC2)C=2C=C1C=NN(C1=CC2)C)C